4-[2-(6-amino-3-azabicyclo[3.1.0]hexan-3-yl)-5-(2-methylindazol-5-yl)pyrimidin-4-yl]-2-fluorobenzonitrile NC1C2CN(CC12)C1=NC=C(C(=N1)C1=CC(=C(C#N)C=C1)F)C1=CC2=CN(N=C2C=C1)C